O-((R)-2-hydroxypropyl)-L-serine O[C@@H](COC[C@H](N)C(=O)O)C